CC=1OC2=C(N1)C=C(C=C2)C2=CNC1=NC=C(C=C12)C1=CC=C(CN2CC(CCC2)O)C=C1 1-(4-(3-(2-methylbenzo[d]oxazol-5-yl)-1H-pyrrolo[2,3-b]pyridin-5-yl)benzyl)piperidin-3-ol